O1CCN(CCC1)C1=C(C=C(C=C1)C(F)(F)F)NS(=O)(=O)C=1C=C(C(=O)O)C=CC1OC 3-(N-(2-(1,4-oxaazepan-4-yl)-5-(trifluoromethyl)phenyl)sulfamoyl)-4-methoxybenzoic acid